N2-(1-(methylsulfonyl)-1H-indazol-4-yl)-N4-(tetrahydrofuran-3-yl)-5-(trifluoromethyl)pyrimidine-2,4-diamine CS(=O)(=O)N1N=CC2=C(C=CC=C12)NC1=NC=C(C(=N1)NC1COCC1)C(F)(F)F